7-((4-(3,3-difluoropyrrolidin-1-yl)-2-methylphenyl)amino)-2H-benzo[b][1,4]oxazin-3(4H)-one FC1(CN(CC1)C1=CC(=C(C=C1)NC=1C=CC2=C(OCC(N2)=O)C1)C)F